CN1CC(C1)(C)[C@@](O)(C=1C=NC=C(C1)C1=NOC(=N1)C1CCN(CC1)S(=O)(=O)CCOC)C1=CC=C(C=C1)C(C)C (R)-(1,3-dimethyl-azetidin-3-yl)-(4-isopropyl-phenyl)-(5-{5-[1-(2-methoxy-ethanesulfonyl)-piperidin-4-yl]-[1,2,4]Oxadiazol-3-yl}-pyridin-3-yl)-methanol